C1(=C(C=CC=C1)CCO)C 2-(o-tolyl)ethanol